methyl 5-[5-[3-(benzyloxycarbonylamino)propoxy]-1-tetrahydropyran-2-yl-indazol-3-yl]-2-methyl-benzoate C(C1=CC=CC=C1)OC(=O)NCCCOC=1C=C2C(=NN(C2=CC1)C1OCCCC1)C=1C=CC(=C(C(=O)OC)C1)C